N[C@H]1CS(C2=C(N(C1=O)CC1=CC=C(C=C1)Cl)C=C(C(=C2)F)C=2N=NN(N2)C(C)(C)C)(=O)=O (3R)-3-amino-7-(2-tert-butyltetrazol-5-yl)-5-[(4-chlorophenyl)methyl]-8-fluoro-1,1-dioxo-2,3-dihydro-1λ6,5-benzothiazepin-4-one